O1N=CC(=C1)C1=CC=C(C(=N1)OC)NC(=O)C=1C(=NOC1C)C1=CC=CC=C1 N-(6-Isoxazol-4-yl-2-methoxy-3-pyridyl)-5-methyl-3-phenyl-isoxazole-4-carboxamide